FC1=C(C(=CC=C1N1C=CC=C1)F)[Ti] 2,6-difluoro-3-(1-pyrryl)phenyl-titanium